4-amino-2,2,6,6-Tetramethylpiperidine NC1CC(NC(C1)(C)C)(C)C